3-((S)-3-((R)-8-(4'-(aminomethyl)-4-ethoxybiphenyl-3-ylsulfonyl)-1-oxa-8-azaspiro[4.5]decan-3-ylamino)-2-hydroxypropoxy)-N-methylbenzenesulfonamide NCC1=CC=C(C=C1)C1=CC(=C(C=C1)OCC)S(=O)(=O)N1CCC2(C[C@H](CO2)NC[C@@H](COC=2C=C(C=CC2)S(=O)(=O)NC)O)CC1